CN1C=NC2=C1C=CC=C2N 1-Methyl-4-aminobenzimidazole